1-(4-(diphenylamino)phenyl)ethylene C1(=CC=CC=C1)N(C1=CC=C(C=C1)C=C)C1=CC=CC=C1